N-Acetyl-hydroxysuccinimide C(C)(=O)N1C(C(CC1=O)O)=O